(imino(pyridin-2-yl)methyl)-2-(2-oxobenzo[d]thiazol-3(2H)-yl)acetohydrazide N=C(C1=NC=CC=C1)C(C(=O)NN)N1C(SC2=C1C=CC=C2)=O